3-{2-[4-(aminosulfonyl)phenyl]ethyl}-N5,N5,6-trimethyl-2-oxo-1-[3-(trifluoromethyl)phenyl]-1,2-dihydropyridine-3,5-dicarboxamide NS(=O)(=O)C1=CC=C(C=C1)CCC1(C(N(C(=C(C1)C(=O)N(C)C)C)C1=CC(=CC=C1)C(F)(F)F)=O)C(=O)N